N1(CCC1)O azetidine-Ol